CSC1=C(C=CC=C1)P(C1=C(C=CC=C1)SC)=O di(2-methylthiophenyl)phosphine oxide